COC1(CC(C1)(C(=O)O)C(=O)O)OC 3,3-dimethoxycyclobutane-1,1-dicarboxylic acid